CC1CC=C(CC1)B(O)O (4-methylcyclohex-1-en-1-yl)boronic acid